N-((4-phenylpiperazin-1-yl)methylene)benzenesulfonamide C1(=CC=CC=C1)N1CCN(CC1)C=NS(=O)(=O)C1=CC=CC=C1